FC1(CCN(CC1)CCNC(=O)C1=NC=CN=C1)F N-(2-(4,4-difluoropiperidin-1-yl)ethyl)pyrazine-2-carboxamide